FC1=C(C(=CC=C1)F)C#CC1=CC=C2C(=CC=NC2=C1)N 7-((2,6-Difluorophenyl)ethynyl)quinolin-4-amine